5'-(4-methyl-6-oxo-1,4,5,6-tetrahydropyridazin-3-yl)-1',2'-dihydrospiro[cyclopropane-1,3'-indole]-2'-one CC1C(=NNC(C1)=O)C=1C=C2C3(C(NC2=CC1)=O)CC3